(Pivaloyloxy)methyl 2-formylbenzoate C(=O)C1=C(C(=O)OCOC(C(C)(C)C)=O)C=CC=C1